(S)-6-(1-amino-1,3-dihydrospiro[indene-2,4'-piperidin]-1'-yl)-3-(1-(3-chloro-2-(cyclobutylamino)pyridin-4-yl)cyclopropyl)-1,5-dihydro-4H-pyrazolo[3,4-d]pyrimidin-4-one N[C@@H]1C2=CC=CC=C2CC12CCN(CC2)C=2NC(C1=C(N2)NN=C1C1(CC1)C1=C(C(=NC=C1)NC1CCC1)Cl)=O